C(C1=CC=CC=C1)S(=O)(=O)NC(=O)C1=NN=C(N1C1=C(C=CC=C1OC)OC)C1=NN(C=C1)C N-(benzylsulfonyl)-4-(2,6-dimethoxyphenyl)-5-(1-methyl-1H-pyrazol-3-yl)-4H-1,2,4-triazole-3-carboxamide